phenylbis(3-(pyren-1-yl)phenyl)phosphine oxide C1(=CC=CC=C1)P(C1=CC(=CC=C1)C1=CC=C2C=CC3=CC=CC4=CC=C1C2=C34)(C3=CC(=CC=C3)C3=CC=C4C=CC2=CC=CC1=CC=C3C4=C21)=O